N-((1H-benzo[d]imidazol-6-yl)methyl)-3-(2-(3-(dimethylamino)phenoxy)ethoxy)-N-(3-methoxybenzyl)aniline N1C=NC2=C1C=C(C=C2)CN(C2=CC(=CC=C2)OCCOC2=CC(=CC=C2)N(C)C)CC2=CC(=CC=C2)OC